OC1=C(N2C(C=3C(=CC=NC13)C1=CC=CC=C1)=NC=N2)C(=O)NCC(=O)O (6-hydroxy-10-phenyl-[1,2,4]triazolo[5,1-f][1,6]naphthyridine-5-carbonyl)glycine